3-chloro-2-fluoro-6-((2-(trimethylsilyl)ethoxy)methoxy)benzaldehyde ClC=1C(=C(C=O)C(=CC1)OCOCC[Si](C)(C)C)F